2-[(1,1-Dimethylethoxy)carbonyl]-N6-[(phenylmethoxy)carbonyl]-L-lysine 1,1-dimethylethyl ester CC(C)(C)OC(C(N)(CCCCNC(=O)OCC1=CC=CC=C1)C(=O)OC(C)(C)C)=O